3-((2-chloro-5-(2-(1-methylimidazol-4-yl)ethynyl)-4-pyridinyl)amino)-2,2-dimethyl-propan-1-ol ClC1=NC=C(C(=C1)NCC(CO)(C)C)C#CC=1N=CN(C1)C